C(C)C=1C(=CC=C2C=C(C=C(C12)C1=C(C=2N=C(N=C(C2C=N1)N1CC(CCCC1)(O)C)OC[C@]12CCCN2C[C@@H](C1)F)F)O)F 1-(7-(8-Ethyl-7-fluoro-3-hydroxynaphthalen-1-yl)-8-fluoro-2-(((2R,7aS)-2-fluorotetrahydro-1H-pyrrolizin-7a(5H)-yl)methoxy)pyrido[4,3-d]pyrimidin-4-yl)-3-methylazepan-3-ol